FC(C1=CC=C(C=C1)C1=CC=C(C=C1)C(=O)O)(F)F 4'-trifluoromethyl-biphenyl-4-carboxylic acid